C(CCCCCCCCCCC)OS(=O)(=O)C1=CC=CC=C1.C(CCCCC)[P+](CCCCCCCCCCCCCC)(CCCCCC)CCCCCC trihexyl-(tetradecyl)phosphonium dodecylbenzenesulfonate